OC1=CC=C(C=C1)C(C)(C1=CC=CC=C1)C1=CC=C(C=C1)O 1,1-bis(4-hydroxylphenyl)-1-phenylethane